FC1(CN(CC[C@H]1NC1=NN2C(C(=N1)OC)=C(C(=C2)F)C=2C=CC1=C(N(N=N1)CCCF)C2)S(=O)(=O)C)F (R)-N-(3,3-difluoro-1-(methylsulfonyl)piperidin-4-yl)-6-fluoro-5-(1-(3-fluoropropyl)-1H-benzo[d][1,2,3]triazol-6-yl)-4-methoxypyrrolo[2,1-f][1,2,4]triazin-2-amine